2-(4-fluorophenyl)-3-(5-methylthiazol-4-yl)-6-(2-(pyridin-4-yloxy)ethoxy)-1H-indene-1-one FC1=CC=C(C=C1)C=1C(C2=CC(=CC=C2C1C=1N=CSC1C)OCCOC1=CC=NC=C1)=O